bromochloro-5,5-diethylhydantoin BrN1C(N(C(C1=O)(CC)CC)Cl)=O